Cl.COC=1C=C2C3=C(NC2=CC1)C1C2N(CC3)CC(CC2CO)C1 (2-methoxy-6,6a,7,8,9,10,12,13-octahydro-5H-6,9-methanopyrido[1',2':1,2]azepino[4,5-b]indol-7-yl)methanol hydrochloride